(5S,8R)-N-(2-chloro-4-fluorobenzyl)-5-fluoro-8-hydroxy-8-((3-methoxy-3-methylazetidin-1-yl)methyl)-5,6,7,8-tetrahydroquinoline-5-carboxamide ClC1=C(CNC(=O)[C@]2(C=3C=CC=NC3[C@@](CC2)(CN2CC(C2)(C)OC)O)F)C=CC(=C1)F